CC1(CN(CCN1)C1=CC=CC=2N(C(N(C21)C)=O)C2C(N(C(CC2)=O)CC2=CC=C(C=C2)OC)=O)C 3-[4-(3,3-Dimethylpiperazin-1-yl)-3-methyl-2-oxo-benzimidazol-1-yl]-1-[(4-methoxyphenyl)methyl]piperidine-2,6-dione